7-METHOXYQUINOLIN-4-YLBORONIC ACID COC1=CC=C2C(=CC=NC2=C1)B(O)O